FC(C(C(F)(F)OC(F)(F)F)(C(F)(F)F)F)(F)F perfluoromethyl nonafluoroisobutyl ether